(oxazol-5-yl)methanone O1C=NC=C1C=O